C(#N)C1(CC1)C1=C(C(=O)O)C=CN=C1 (1-cyanocyclopropyl)isonicotinic acid